C1CCC2=C(C=CC=C12)NC(C)=O N-(2,3-dihydro-1H-inden-4-yl)acetamide